C1(CC1)C1=CC(=C2C(=NC(N(C2=C1)C1=C(C=CC=C1)C)=O)NC)CC 7-Cyclopropyl-5-ethyl-4-(methylamino)-1-(o-tolyl)quinazolin-2(1H)-one